C1(=CC(=CC=C1)[C@H](CC(=O)[O-])NC(=O)NC=1C(N(C=C(C1[O-])C)CC)=O)C1=CC=CC=C1.[Na+].[Na+] sodium (S)-3-(biphenyl-3-yl)-3-(3-(1-ethyl-5-methyl-4-oxido-2-oxo-1,2-dihydropyridin-3-yl) ureido)propanoate